6-bromo-2-methoxy-3-vinylpyridine BrC1=CC=C(C(=N1)OC)C=C